N-(3-ethyl-1H-pyrrolo[3,2-c]pyridin-6-yl)acetamide C(C)C1=CNC2=C1C=NC(=C2)NC(C)=O